2-(2-acetamido-6,8-dioxo-7-(prop-2-yn-1-yl)-1,6,7,8-tetrahydro-9H-purin-9-yl)-5-propionyltetrahydrofuran-3-yl acetate C(C)(=O)OC1C(OC(C1)C(CC)=O)N1C=2N=C(NC(C2N(C1=O)CC#C)=O)NC(C)=O